ClC1=CC2=C(N(C(C(N2CC2(CNC2)F)=O)=O)C2=C(C=CC=C2C(C)C)C(C)C)N=C1C1=C(C=CC=C1)F 7-chloro-4-(2,6-diisopropylphenyl)-1-((3-fluoroazetidin-3-yl)methyl)-6-(2-fluorophenyl)-1,4-dihydropyrido[2,3-b]pyrazine-2,3-dione